C(C1=CC=CC=C1)C1=NC2=C(N1)C=CC(=C2)C(=O)NCC2CCCCCC2 2-benzyl-N-(cycloheptylmethyl)-1H-benzimidazole-5-carboxamide